2-[4-(3,5-difluorophenyl)-6-oxo-3-propan-2-ylpyridazin-1-yl]-N-(5-fluoropyrimidin-4-yl)acetamide FC=1C=C(C=C(C1)F)C=1C(=NN(C(C1)=O)CC(=O)NC1=NC=NC=C1F)C(C)C